O=C1N(C2=C(N=C1)N(C=C2C#N)COCC[Si](C)(C)C)C2=CC=C1C=CN(C1=C2)C2=CC=CC=C2 2-oxo-1-(1-phenyl-1H-indol-6-yl)-5-((2-(trimethylsilyl)ethoxy)methyl)-2,5-dihydro-1H-pyrrolo[2,3-b]pyrazine-7-carbonitrile